(R)-4-(2-(4-(2-(trifluoromethyl)benzoyl)-1H-pyrrol-2-yl)-1H-benzo[d]imidazol-6-yl)morpholine-2-carbonitrile FC(C1=C(C(=O)C=2C=C(NC2)C2=NC3=C(N2)C=C(C=C3)N3C[C@@H](OCC3)C#N)C=CC=C1)(F)F